hydrogen fluoride, sodium salt [Na].F